N-Fmoc-L-glutamic acid-5-tert-butyl ester C(C)(C)(C)OC(CC[C@H](NC(=O)OCC1C2=CC=CC=C2C2=CC=CC=C12)C(=O)O)=O